COC1=CC=C(C=C1)C1(N(CCC2=CC=CC=C12)C)C#N 1-(4-Methoxyphenyl)-2-methyl-1,2,3,4-tetrahydroisoquinoline-1-carbonitrile